OC[C@@H]1C[C@H](C1)NC(OC(C)(C)C)=O tert-butyl trans-3-hydroxymethylcyclobutylcarbamate